7-fluoro-4(3H)-quinazolinone FC1=CC=C2C(NC=NC2=C1)=O